N-(4-((2R,6S)-2,6-dimethylmorpholino)phenyl)-5-fluoro-4-((4-fluoro-1-methylpiperidin-4-yl)methoxy)pyrimidin-2-amine C[C@H]1O[C@H](CN(C1)C1=CC=C(C=C1)NC1=NC=C(C(=N1)OCC1(CCN(CC1)C)F)F)C